(2S)-4-(5-chloropyrimidin-2-yl)-2-methylpiperidine-1-carboxylic acid tert-butyl ester C(C)(C)(C)OC(=O)N1[C@H](CC(CC1)C1=NC=C(C=N1)Cl)C